bis(3,5-dichlorobenzoyl) peroxide ClC=1C=C(C(=O)OOC(C2=CC(=CC(=C2)Cl)Cl)=O)C=C(C1)Cl